2-(4-bromophenyl)-1-(2-methylmorpholino)ethane-1-one BrC1=CC=C(C=C1)CC(=O)N1CC(OCC1)C